FC=1C=C(C=CC1)C1(CC1)C=1NC(C2=C(N1)CCN(C2)C(C(C=2C=C(C=CC2)C2=CC(=CC=C2)OC(F)(F)F)O)=O)=O 2-(1-(3-fluorophenyl)cyclopropyl)-6-(2-hydroxy-2-(3'-(trifluoromethoxy)-[1,1'-biphenyl]-3-yl)acetyl)-5,6,7,8-tetrahydropyrido[4,3-d]pyrimidin-4(3H)-one